7-{1-[(6-isoquinolyl)carbonyl]-4-piperidyl}-1,3-dihydro-1,3,4-triaza-2-indenone C1=NC=CC2=CC(=CC=C12)C(=O)N1CCC(CC1)C=1C=CN=C2NC(NC12)=O